[Si](C)(C)(C(C)(C)C)OC1=NC(=CC=C1F)\C=C\[N+](=O)[O-] (E)-2-((tert-butyldimethylsilyl)oxy)-3-fluoro-6-(2-nitrovinyl)pyridine